N1(CCC1)C=1C2=C(N=C(N1)SC)C(=C(OC2=O)C2=CC(=CC1=CC=C(C(=C21)C#C[Si](C(C)C)(C(C)C)C(C)C)F)OCOC)C 4-(azetidin-1-yl)-7-[7-fluoro-3-(methoxymethoxy)-8-[2-(triisopropylsilyl)ethynyl]naphthalen-1-yl]-8-methyl-2-(methylsulfanyl)pyrano[4,3-d]pyrimidin-5-one